CC1(CCOC2=CC=CC=C12)C#N 4-Methylchromane-4-carbonitrile